4-[4-[3-Chloro-4-[2-(5-fluoro-2-pyridyl)-2-hydroxy-ethoxy]pyrazolo[1,5-a]pyridin-6-yl]-5-methyl-triazol-1-yl]piperidine-1-carbonitrile ClC=1C=NN2C1C(=CC(=C2)C=2N=NN(C2C)C2CCN(CC2)C#N)OCC(O)C2=NC=C(C=C2)F